(3-(bromomethyl)phenyl)boric acid BrCC=1C=C(C=CC1)OB(O)O